4-allyl-1-formyl-3-hydroxy-3-methylpyrrolidine-2,2-dicarboxylate C(C=C)C1C(C(N(C1)C=O)(C(=O)[O-])C(=O)[O-])(C)O